1-(2-(aminomethyl)phenyl)-N-(4-hydroxycyclohexyl)-1H-pyrazole-3-carboxamide NCC1=C(C=CC=C1)N1N=C(C=C1)C(=O)NC1CCC(CC1)O